tert-butyl 2-(tert-butyl)-4-carbamoyl-4-(2,2-difluoroethyl)oxazolidine-3-carboxylate C(C)(C)(C)C1OCC(N1C(=O)OC(C)(C)C)(CC(F)F)C(N)=O